C(C1=CC=CC=C1)OC=1C=C(C=CC1OC)C1=C(C=C(S1)C(=O)N1CCC(CC1)NC(OC(C)(C)C)=O)C1=CC(=C(C=C1)C#N)F Tert-butyl (1-(5-(3-(benzyloxy)-4-methoxyphenyl)-4-(4-cyano-3-fluorophenyl)thiophene-2-carbonyl)piperidin-4-yl)carbamate